tert-butyl (1S,2R,3R)-2-fluoro-3-([3-[2-(methoxymethoxy)-4-(4-methylpyrazol-1-yl)phenyl]-1,2,4-triazin-6-yl](methyl)amino)-8-azabicyclo[3.2.1]octane-8-carboxylate F[C@H]1[C@@H]2CCC(C[C@H]1N(C)C1=CN=C(N=N1)C1=C(C=C(C=C1)N1N=CC(=C1)C)OCOC)N2C(=O)OC(C)(C)C